BrC1=CC=C2C(=N1)N=C(O2)N[C@H]2CN(CCC2)C(=O)C2CC(C2)=O 3-[(3R)-3-[(5-bromooxazolo[4,5-b]pyridin-2-yl)amino]piperidine-1-carbonyl]-cyclobutanone